C(#C)C=1SC=C(N1)C1=C(C(CC1)O)C 3-(2-ethynylthiazol-4-yl)-2-methylcyclopent-2-en-1-ol